methyl-(octadecyl)(hexadecyl)amine CN(CCCCCCCCCCCCCCCC)CCCCCCCCCCCCCCCCCC